{(S)-18-Chloro-15-[(E)-3-(5-chloro-2-tetrazol-1-yl-phenyl)-acryloylamino]-8-oxa-17,19-diaza-tricyclo[14.2.1.02,7]nonadeca-1(18),2,4,6,16(19)-pentaen-5-yl}-carbamic Acid methyl ester COC(NC1=CC=C2C3=C(NC([C@H](CCCCCCOC2=C1)NC(\C=C\C1=C(C=CC(=C1)Cl)N1N=NN=C1)=O)=N3)Cl)=O